N[C@@H](CC1=C(C=C(C=C1)C1=CC(=C(C=C1)C#N)C(F)(F)F)F)C#N (S)-4'-(2-amino-2-cyanoethyl)-3'-fluoro-3-(trifluoromethyl)-[1,1'-biphenyl]-4-Nitrile